[N+](=O)(O)[O-].N[C@@H](CCCCN)C(=O)O lysine nitrate salt